C1(C=CC2=CC=CC=C12)[Si](C1C=C(C2=CC=3CCCC3C=C12)C(C)CCC)(C)C.[Li] lithium 1-((1H-inden-1-yl)dimethylsilyl)-3-(pentan-2-yl)-1,5,6,7-tetrahydro-s-indacene